C(#C)C=1C(=CC=C2C=C(C=C(C12)C1=C(C=2N=C(N=C(C2C(=N1)C#CC)N1C[C@@](CCC1)(O)C)OC[C@H]1N(CCC1)C)F)O)F (R)-1-(7-(8-ethynyl-7-fluoro-3-hydroxynaphthalen-1-yl)-8-fluoro-2-(((S)-1-methylpyrrolidin-2-yl)methoxy)-5-(propynyl)pyrido[4,3-d]pyrimidin-4-yl)-3-methylpiperidin-3-ol